1-trans-4-((3-(1-Cyclopropyl-1H-pyrazol-4-yl)phenyl)((trans-4-(6-(dimethylamino)pyridin-3-yl)cyclohexyl)methyl)carbamoyl)cyclohexyl (2-hydroxy ethyl)carbamate OCCNC(OC1CCC(CC1)C(N(C[C@@H]1CC[C@H](CC1)C=1C=NC(=CC1)N(C)C)C1=CC(=CC=C1)C=1C=NN(C1)C1CC1)=O)=O